CN(C(C(C1=CC=CC=C1)C1=CC=CC=C1)=O)C=1C(=NC=NC1)C(=O)O 5-(N-methyl-2,2-diphenylacetamido)pyrimidine-4-carboxylic acid